ClC1=C(OCCN2C3=C(N(CCC2)C(=O)C2=CC=C(C=C2)NC(=O)C=2C(=CC=CC2)C2=CC=CC=C2)C=CC=C3)C=CC=C1 N-(4-(5-(2-(2-chlorophenoxy)ethyl)-2,3,4,5-tetrahydro-1H-benzo[b][1,4]diazepine-1-Carbonyl)phenyl)-[1,1'-biphenyl]-2-carboxamide